[Pb].C(CCCCCS)S 1,6-hexanedithiol lead